2-((5-phenylpyridin-2-yl)amino)butanoic acid C1(=CC=CC=C1)C=1C=CC(=NC1)NC(C(=O)O)CC